ClC=1N=C(C2=C(N1)C(=C(N=C2)C2=CC=CC1=CC=CC=C21)F)N2C(CN(C(C2)CC#N)CC2=CC=C(C=C2)OC)CC(=O)N(C)CCO 2-(1-(2-chloro-8-fluoro-7-(naphthalen-1-yl)pyrido[4,3-d]pyrimidin-4-yl)-5-(cyanomethyl)-4-(4-methoxybenzyl)piperazin-2-yl)-N-(2-hydroxyethyl)-N-methylacetamide